1-((R)-3'-(2-((2S,5R)-2-(4-fluorophenyl)-5-(trifluoromethyl)pyrrolidin-1-yl)-2-oxoethyl)-2',4'-dioxo-2,3-dihydrospiro[indene-1,5'-oxazolidine]-5-yl)-3-methylurea FC1=CC=C(C=C1)[C@H]1N([C@H](CC1)C(F)(F)F)C(CN1C(O[C@]2(C1=O)CCC1=CC(=CC=C12)NC(=O)NC)=O)=O